C(C)(C)(C)C1COC=2C(=NC(=C(C2)OCCCOC)C2CC2)C=2NC(C(=C(C21)O)C(=O)O)=O 7-(tert-butyl)-2-cyclopropyl-8-hydroxy-3-(3-methoxypropoxy)-10-oxo-6,7,10,11-tetrahydrooxepino[3,2-b:4,5-b']dipyridine-9-carboxylic acid